N-(2-cyclopropyl-4-iodo-5-methylphenyl)-N-[6-(oxetan-3-yl)-7-oxo-5H-pyrrolo[3,4-b]pyridin-2-yl]pent-2-ynamide C1(CC1)C1=C(C=C(C(=C1)I)C)N(C(C#CCC)=O)C1=CC=C2C(=N1)C(N(C2)C2COC2)=O